C1CC(=O)N[C@@H]1C(=O)O (S)-(-)-2-pyrrolidone-5-carboxylic acid